5-[3-[4-(8-Allyl-4-methyl-chroman-4-yl)-1H-imidazol-2-yl]-4-fluoro-phenoxy]-6,7-difluoro-4-methylsulfanyl-1H-indole C(C=C)C=1C=CC=C2C(CCOC12)(C)C=1N=C(NC1)C=1C=C(OC=2C(=C3C=CNC3=C(C2F)F)SC)C=CC1F